C[Si]1(CCC(CC1)NC(=O)C1=CC=2N=C(SC2N1)OC)C N-(1,1-Dimethylsilacyclohex-4-yl)-2-methoxy-4H-pyrrolo[3,2-d]thiazole-5-carboxamide